strontium-sodium [Na].[Sr]